C(C)(C)(C)OC(=O)N1CCN(CC1)C1=NC=NC(=C1[C@@H](CC#N)C)Br (R)-4-(6-bromo-5-(1-cyanoprop-2-yl)pyrimidin-4-yl)piperazine-1-carboxylic acid tert-butyl ester